ClC1=NN2C(N=CC(=C2[C@H](C)OC)NC2=CC=C(C=C2)[C@@H](C(F)(F)F)N(C(=O)C2CNCCC2)C)=N1 N-[(1S)-1-[4-({2-chloro-7-[(1S)-1-methoxyethyl]-[1,2,4]triazolo[1,5-a]pyrimidin-6-yl}amino)phenyl]-2,2,2-trifluoroethyl]-N-methylpiperidine-3-carboxamide